2,2''-(p-terphenyl)dicarboxaldehyde C=1(C(=CC=CC1)C=O)C1=CC=C(C=C1)C=1C(=CC=CC1)C=O